O1CCN(CC1)CCNC(=O)C=1NC=C(C1)NC(=O)C=1NC=C(C1)[N+](=O)[O-] N-(2-morpholinoethyl)-4-(4-nitro-1H-pyrrole-2-carboxamido)-1H-pyrrole-2-carboxamide